6-Boc-2-bromo-4,5,6,7-tetrahydro-6-azabenzothiazole C(=O)(OC(C)(C)C)N1CC2=C(N=C(S2)Br)CC1